C(C)(C)(C)C1CC2=C(C3=CC(C(=CN13)C(=O)OCC)=O)C=C(C(=C2)OCCCOC)Cl ethyl 6-tert-butyl-10-chloro-9-(3-methoxypropoxy)-2-oxo-6,7-dihydrobenzo[a]quinolizine-3-carboxylate